C(C1=CC=CC=C1)OC(=O)N[C@H](C=1N=C2N(N=C(C=N2)CC2(C(NC[C@H](C2)C(F)(F)F)=O)C(=O)OC)C1)C1CCC(CC1)(F)F methyl (5S)-3-((6-((S)-(((benzyloxy)carbonyl)amino)(4,4-difluorocyclohexyl)methyl)imidazo[1,2-b][1,2,4]triazin-2-yl)methyl)-2-oxo-5-(trifluoromethyl)piperidine-3-carboxylate